FC(=C(CNC(OC(C)(C)C)=O)CO)F tert-Butyl N-[3,3-difluoro-2-(hydroxymethyl)allyl]carbamate